(S)-7-acetamido-2-(methylamino)heptanoic acid C(C)(=O)NCCCCC[C@@H](C(=O)O)NC